OC1=C(C=C(C=C1C)C1=NC2=CC(=C(C(=C2C(N1)=O)OC)CN1CCOCC1)OC)C 2-(4-hydroxy-3,5-dimethylphenyl)-5,7-dimethoxy-6-(morpholinomethyl)quinazolin-4(3H)-one